C1CC(CCC1CC2CCC(CC2)N=C=O)N=C=O The molecule is a diisocyanate consisting of dicyclohexylmethane with two isocyanate groups at the 4- and 4'-positions. It has a role as an allergen.